COC1=C(CN(C(OC(C)(C)C)=O)C2=NN(C3=C2C=NC(=C3)C=3C=NN2C3N=CC=C2)C2=C(C=C(C=C2)NS(=O)(=O)C)OC)C=CC(=C1)OC tert-Butyl (2,4-dimethoxybenzyl)(1-(2-methoxy-4-(methylsulfonamido)phenyl)-6-(pyrazolo[1,5-a]pyrimidin-3-yl)-1H-pyrazolo[4,3-c]pyridin-3-yl)carbamate